OP(O)OP(O)O.C(C)(C)(C)C1=C(C(=CC=C1)C(C)(C)C)C(O)C(CO)(CO)CO 2,6-di-tert-butylphenyl-pentaerythritol diphosphite